C(CCC)[Sn](Br)(Br)Br n-butyl-tin bromide